N-[4-(4-chlorophenoxy)-3-sulfamoylphenyl]-2-phenylacetamide ClC1=CC=C(OC2=C(C=C(C=C2)NC(CC2=CC=CC=C2)=O)S(N)(=O)=O)C=C1